1-benzyl-3-(3-(1-((4-methyl-4H-1,2,4-triazol-3-yl)thio)ethyl)phenyl)urea C(C1=CC=CC=C1)NC(=O)NC1=CC(=CC=C1)C(C)SC1=NN=CN1C